{2-Cyano-4-[methyl-(4-trifluoromethyl-benzyl)-amino]-phenyl}-carbamic acid propyl ester C(CC)OC(NC1=C(C=C(C=C1)N(CC1=CC=C(C=C1)C(F)(F)F)C)C#N)=O